C(#N)C1=C(C=CC=C1C1=CC2=C(OCCO2)C=C1)C=1OC2=C(N1)C=C(C=C2C)CN2[C@@H](CCCC2)C(=O)O (2S)-1-({2-[2-cyano-3-(2,3-dihydro-1,4-benzodioxin-6-yl)phenyl]-7-methyl-1,3-benzoxazol-5-yl}methyl)piperidine-2-carboxylic acid